tert-butyl 4-{4-[(4-{1-[(tert-butoxy)carbonyl]-1,2,3,6-tetrahydropyridin-4-yl}-3-methylphenyl)carbamoyl]-2-fluorophenyl}-1,2,3,6-tetrahydropyridine-1-carboxylate C(C)(C)(C)OC(=O)N1CCC(=CC1)C1=C(C=C(C=C1)NC(=O)C1=CC(=C(C=C1)C=1CCN(CC1)C(=O)OC(C)(C)C)F)C